2-(4-bromophenyl)-6-((2-fluoro-4-(trifluoromethyl)phenyl)carbamoyl)-4-hydroxycyclohexane-1-carboxylic acid BrC1=CC=C(C=C1)C1C(C(CC(C1)O)C(NC1=C(C=C(C=C1)C(F)(F)F)F)=O)C(=O)O